1-ethyl-2-(2-(1-methoxyethyl)pyridin-3-yl)-1H-indole C(C)N1C(=CC2=CC=CC=C12)C=1C(=NC=CC1)C(C)OC